NC(=O)O Aminoformic acid